COC(=O)C1(CC(=NO1)C1=C(C=C(C(=C1)[N+](=O)[O-])F)Cl)C(F)(F)F 3-(2-chloro-4-fluoro-5-nitro-phenyl)-5-(trifluoromethyl)-4H-isoxazole-5-carboxylic acid methyl ester